CN1N=C2[C@@H](N(CCC2=C1C1=CC(=C(C(=C1)F)F)F)C(=O)C=1C=CC=C2C=NNC12)C (S)-(2,7-dimethyl-3-(3,4,5-trifluorophenyl)-2,4,5,7-tetrahydro-6H-pyrazolo[3,4-c]pyridin-6-yl)(1H-indazol-7-yl)methanone